C(CCCC=CCCC=CCCCCCCCCC=CCCCCCC)(=O)O 5,9,19-hexacosatrienoic acid